N,1-dimethyl-N-(4-(methylamino)butanoyl)-1H-pyrazole-4-carboxamide CN(C(=O)C=1C=NN(C1)C)C(CCCNC)=O